C(CC)N1C(C2C3C=CC(C2C1)C3=O)=O 4-(n-propyl)-4-aza-10-oxo-tricyclo[5.2.1.02,6]-8-decen-3-one